6-[(Tetrahydropyran-4-yl)methyl]-4-{[(3S)-piperidin-3-yl]amino}pyrido[3,2-d]pyrimidine-8-carboxamide O1CCC(CC1)CC=1C=C(C=2N=CN=C(C2N1)N[C@@H]1CNCCC1)C(=O)N